C(C)(C)[C@H]1CN(CC=2C=CC(=NC12)N1CCNCC1)C1=CC=C(C=2N1N=CN2)C#N (S)-5-(8-isopropyl-2-(piperazin-1-yl)-7,8-dihydro-1,6-naphthyridin-6(5H)-yl)-[1,2,4]triazolo[1,5-a]pyridine-8-carbonitrile